sodium 2,2'-methylene-bis(4,6-di-methylphenyl) phosphate P1(=O)(OC2=C(C=C(C=C2C)C)CC2=C(C(=CC(=C2)C)C)O1)[O-].[Na+]